C(C)(C)(C)OC(=O)N1C[C@H](CC1)OC=1C=NC=C(C1)F.BrC(C(=O)NC1=NC=C(C=C1)OCC1CCCC1)C 2-bromo-N-(5-(cyclopentylmethoxy)pyridin-2-yl)propanamide tert-butyl-(S)-3-((5-fluoropyridin-3-yl)oxy)pyrrolidine-1-carboxylate